tert-butyl (1R,2R)-1-(6-bromo-3-fluoropyridin-2-yl)-2-hydroxy-2-phenylethylcarbamate BrC1=CC=C(C(=N1)[C@H]([C@@H](C1=CC=CC=C1)O)NC(OC(C)(C)C)=O)F